BrC=1C=C2CCCC2=CC1 5-Bromo-2,3-dihydro-1H-indene